C(C)S(=O)(=O)CCN 2-(ethylsulfonyl)ethanamine